NC=1C(=C(C=CC1)C1=CC(=C(C=C1)OC)NC1=NC=NC2=CC(=C(C=C12)OC1CCN(CC1)C(C=C)=O)OC)F 1-(4-((4-((3'-amino-2'-fluoro-4-methoxy-[1,1'-biphenyl]-3-yl)amino)-7-methoxy-quinazolin-6-yl)oxy)piperidin-1-yl)prop-2-en-1-one